C(C1=CC=CC=C1)N1CC(CCC1)C1=CC=NC=2N1N=C(C2NC(C)=O)C N-(7-(1-Benzylpiperidin-3-yl)-2-methylpyrazolo[1,5-a]pyrimidin-3-yl)acetamide